[Cl-].OCC[N+](C)(C)C.C(CCC1CO1)OC1=CC=C(C=C1)C(C)(C)C1=CC=C(C=C1)OCCCC1CO1 2,2-bis[4-(4,5-epoxypentoxy)phenyl]propane choline chloride